P(=O)(OCC(F)(F)F)(F)F 2,2,2-trifluoroethyl difluorophosphate